COC(=O)C=1C(N(C=C(C1)CN1CCCCC1)CC1CC1)=O (cyclopropylmethyl)-2-oxo-5-(piperidin-1-ylmethyl)-1,2-dihydropyridine-3-carboxylic acid methyl ester